(3-[2-(4-chloro-3-fluorophenoxy)acetamido]bicyclo[1.1.1]pentan-1-yl)-5-ethylpyrazine-2-carboxamide ClC1=C(C=C(OCC(=O)NC23CC(C2)(C3)C=3C(=NC=C(N3)CC)C(=O)N)C=C1)F